benzylaminothiophosphoryl-triamide C(C1=CC=CC=C1)N[N-]P(=S)([NH-])[NH-]